n-Hexyl N5-(2-(1-benzylpiperidin-4-yl)ethyl)-N2-(5-methylisoxazole-3-carbonyl)-L-glutaminate C(C1=CC=CC=C1)N1CCC(CC1)CCNC(CC[C@H](NC(=O)C1=NOC(=C1)C)C(=O)OCCCCCC)=O